C1(CC1)N1CCCC2=CC=CC(=C12)NS(=O)(=O)C1=NC=CC=C1C N-(1-cyclopropyl-1,2,3,4-tetra-hydroquinolin-8-yl)-3-methylpyridine-2-sulfonamide